7-fluoro-3-oxo-3,4-dihydro-2H-benzo[b][1,4]oxazine-6-carboxamide FC=1C(=CC2=C(OCC(N2)=O)C1)C(=O)N